C1=CNC(=C1)C2=CC=CN2 dipyrrole